8-fluoronaphthalene-1,3-diol FC=1C=CC=C2C=C(C=C(C12)O)O